(S)-4-(5-(azetidin-1-yl)-7-(4-cyanopyridin-2-yl)-7H-pyrrolo[2,3-d]pyrimidin-4-yl)-3-methylpiperazine-1-carboxylic acid tert-butyl ester C(C)(C)(C)OC(=O)N1C[C@@H](N(CC1)C=1C2=C(N=CN1)N(C=C2N2CCC2)C2=NC=CC(=C2)C#N)C